Cl.CN1C(N(CC1)C=1C(=NC(=NC1)C1=CC(=C(C=C1)C(F)(F)F)Cl)N1CC(CC1)CN)=O methyl-[4-[3-(aminomethyl)pyrrolidin-1-yl]-2-[3-chloro-4-(trifluoromethyl)phenyl]pyrimidin-5-yl]imidazolidin-2-one hydrochloride